(1s,3s)-3-(7-methyl-1H-indazol-1-yl)cyclobutan-1-ol CC=1C=CC=C2C=NN(C12)C1CC(C1)O